FC(C(=O)O)(F)F.NCC(CC=1N(C(NN1)=O)C1=NC=C(C=C1C)C#CC=1C=NC(=CC1)N(C)C)=C(F)F [2-(aminomethyl)-3,3-difluoro-allyl]-4-[5-[2-[6-(dimethylamino)-3-pyridinyl]ethynyl]-3-methyl-2-pyridinyl]-1,2,4-triazol-3-one trifluoroacetate salt